sodium laurylpropionate C(CCCCCCCCCCC)OC(CC)=O.[Na]